CCCCC\C=C/C\C=C/CCCCCCCCC(CCCCCCCC\C=C/C\C=C/CCCCC)NC(=S)NCCCN1CCCC1 1-((6Z,9Z,28Z,31Z)-heptatriaconta-6,9,28,31-tetraen-19-yl)-3-(3-(pyrrolidin-1-yl)propyl)thiourea